C(C)(C)(C)OC(=O)N1CCN(CC1)C1=NC=CC(=N1)C1=C(C(=NN1C)NC(=O)OC(C)(C)C)C 4-(4-(3-((tert-butoxycarbonyl)amino)-1,4-dimethyl-1H-pyrazol-5-yl)pyrimidin-2-yl)piperazine-1-carboxylic acid tert-butyl ester